3-(6-chloro-2-(tetrahydro-2H-pyran-4-carbonyl)-1,2,3,4-tetrahydroisoquinolin-8-yl)morpholine-4-carboxylic acid tert-butyl ester C(C)(C)(C)OC(=O)N1C(COCC1)C=1C=C(C=C2CCN(CC12)C(=O)C1CCOCC1)Cl